N-hydroxynicotinamide hydrochloride Cl.ONC(C1=CN=CC=C1)=O